2-[6-(ethylamino)-4-[4-(hydroxymethyl)-2-(4-methyl-1,2,4-triazol-3-yl)phenyl]pyridin-2-yl]-4-(trifluoromethyl)-3H-isoindol-1-one C(C)NC1=CC(=CC(=N1)N1C(C2=CC=CC(=C2C1)C(F)(F)F)=O)C1=C(C=C(C=C1)CO)C1=NN=CN1C